5-bromo-1,3-dihydropyrrolo[3,2-b]pyridin-2-one BrC1=CC=C2C(=N1)CC(N2)=O